2-((tert-butoxycarbonyl)amino)benzo[d]thiazole-6-carboxylic acid C(C)(C)(C)OC(=O)NC=1SC2=C(N1)C=CC(=C2)C(=O)O